trans-resveratrol 3,5-disulfate S(=O)(=O)(O)OC=1C=C(C=C(C1)OS(=O)(=O)O)\C=C\C1=CC=C(O)C=C1